tert-butyl (2S,5R)-2-(3-(N-benzylmethylsulfonamido)phenyl)-5-(hydroxymethyl)pyrrolidine-1-carboxylate C(C1=CC=CC=C1)N(S(=O)(=O)C)C=1C=C(C=CC1)[C@H]1N([C@H](CC1)CO)C(=O)OC(C)(C)C